COC(C1=CC(=C(C(=C1)[N+](=O)[O-])Cl)O)=O Methyl-4-chloro-3-hydroxy-5-nitrobenzoate